O[C@@H]1C[C@H](N(C1)C([C@H](C(C)C)NC(OC(C)(C)C)=O)=O)C(N[C@@H](CO)C1=CC=C(C=C1)C=1C(=NC=NC1)C)=O tert-butyl ((S)-1-((2S,4R)-4-hydroxy-2-(((R)-2-hydroxy-1-(4-(4-methylpyrimidin-5-yl)phenyl)ethyl)carbamoyl)pyrrolidin-1-yl)-3-methyl-1-oxobutan-2-yl)carbamate